ethyl-indolebutyric acid C(C)C1=C(NC2=CC=CC=C12)CCCC(=O)O